C1=NC=CC2=CC=C(C=C12)C=1C(N=C(N1)NC(=O)NC1=CC(=C(C=C1)CN1CCN(CC1)C)C(F)(F)F)C 1-(5-(isoquinolin-7-yl)-4-methyl-4H-imidazol-2-yl)-3-(4-((4-methylpiperazin-1-yl)methyl)-3-(trifluoromethyl)phenyl)urea